2-(2-(dimethylamino)acetamido)-N,3-dimethylbutyramide CN(CC(=O)NC(C(=O)NC)C(C)C)C